3-(2-hydroxy-hexadecyl)aminobenzenesulfonic acid OC(CNC=1C=C(C=CC1)S(=O)(=O)O)CCCCCCCCCCCCCC